FC(C=1N=C(NC1)C1=NC=C(C(=O)OC)C=C1)(F)F methyl 6-(4-(trifluoromethyl)-1H-imidazol-2-yl)nicotinate